[Si](C)(C)(C(C)(C)C)OCCN1C=CC2=NC(=CC(=C21)C(=O)OC)Cl methyl 1-(2-((tert-butyldimethylsilyl) oxy) ethyl)-5-chloro-1H-pyrrolo[3,2-b]pyridine-7-carboxylate